3-(2,3,4-trimethoxybenzylidene)-5-(3-pyridinyl)-N-methyl-4-piperidone COC1=C(C=C2CN(CC(C2=O)C=2C=NC=CC2)C)C=CC(=C1OC)OC